ethyl 2'-oxo-1'-((2-(trimethylsilyl)ethoxy)methyl)-1,1',2',4,6,7-hexahydrospiro[indole-5,3'-pyrrolo[2,3-b]pyridine]-2-carboxylate O=C1C2(C=3C(=NC=CC3)N1COCC[Si](C)(C)C)CC=1C=C(NC1CC2)C(=O)OCC